C(#N)C=1C=CC(=C2C=CC=NC12)OC1CCC(CC1)NC(C1=CC=C(C=C1)N1CCC(CC1)CN1CCN(CC1)C1=CC=C2C(=NN(C2=C1)C)N1C(NC(CC1)=O)=O)=O N-((1r,4r)-4-((8-cyanoquinolin-5-yl)oxy)cyclohexyl)-4-(4-((4-(3-(2,4-dioxotetrahydropyrimidin-1(2H)-yl)-1-methyl-1H-indazol-6-yl)piperazin-1-yl)methyl)piperidin-1-yl)benzamide